C(C)OC1=C(C=CC=C1)C1=CC=C(C(=N1)C(=O)N[C@H]1CN(CC1)C)N1[C@@H](CN(CC1)C(=O)N1[C@@H](CCCC1)C(F)(F)F)CC 6-(2-ethoxyphenyl)-3-[(2R)-2-ethyl-4-[(2S)-2-(trifluoromethyl)piperidine-1-carbonyl]piperazin-1-yl]-N-[(3R)-1-methylpyrrolidin-3-yl]pyridine-2-carboxamide